Sodium Methyl-Naphthalene CC1=CC=CC2=CC=CC=C12.[Na]